FC=1C=C(N2N=C(N=CC21)N[C@H]2[C@@H](COCC2)O)C2CCN(CC2)C(C)C (3S,4R)-4-((5-fluoro-7-(1-isopropylpiperidin-4-yl)pyrrolo[2,1-f][1,2,4]triazin-2-yl)amino)tetrahydro-2H-pyran-3-ol